ClC1=C(C(=CC=C1)OC)C1=CC=NC2=CC(=CC=C12)O[C@@H](C(=O)N1C[C@H](CCC1)CC(=O)O)C 2-[(3R)-1-[(2R)-2-[[4-(2-chloro-6-methoxy-phenyl)-7-quinolyl]oxy]propanoyl]-3-piperidyl]acetic acid